((2-(((S)-1-((S)-2-(1-azaspiro[4.5]decane-1-carbonyl)pyrrolidin-1-yl)-3,3-dimethyl-1-oxobutan-2-yl)carbamoyl)benzo[b]thiophen-5-yl)difluoromethyl)phosphonic acid N1(CCCC12CCCCC2)C(=O)[C@H]2N(CCC2)C([C@H](C(C)(C)C)NC(=O)C2=CC1=C(S2)C=CC(=C1)C(F)(F)P(O)(O)=O)=O